ClC1=C(C=C(C(=O)OC)C#N)C=CC=C1 methyl 2-chloro-α-cyanocinnamate